3,9-bis[2-(3-tert-butyl-4-hydroxy-5-methylhydrocinnamoyloxy)-1,1-dimethylethyl]-2,4,8,10-tetraoxaspiro[5.5]undecane C(C)(C)(C)C=1C=C(CCC(=O)OCC(C)(C)C2OCC3(CO2)COC(OC3)C(COC(CCC3=CC(=C(C(=C3)C)O)C(C)(C)C)=O)(C)C)C=C(C1O)C